C(C1=CC=CC=C1)OC1=NC(=CC=C1C=1C=NC(=CC1)N1CCC(CC1)CC(=O)OCCCC)OCC1=CC=CC=C1 butyl 2-{1-[2',6'-bis(benzyloxy)-[3,3'-bipyridin]-6-yl]piperidin-4-yl}acetate